CC1=CC(=CC(=N1)NC(OC(C)(C)C)=O)NC(=O)[C@@H]1[C@H](C1)C1=NC=CC(=N1)C tert-butyl (6-methyl-4-((1S,2S)-2-(4-methylpyrimidin-2-yl)cyclopropane-1-carboxamido)pyridin-2-yl)carbamate